6-[4-(hydroxymethyl)-1-piperidyl]-N-[5-(5-methoxy-1H-benzimidazol-2-yl)-1-[(4-methoxyphenyl)methyl]pyrazol-3-yl]pyridine-3-carboxamide OCC1CCN(CC1)C1=CC=C(C=N1)C(=O)NC1=NN(C(=C1)C1=NC2=C(N1)C=CC(=C2)OC)CC2=CC=C(C=C2)OC